(7S,8S)-8-(3-chloropropyl)-17-ethyl-3,7,10,13,18-pentamethyl-2-vinyl-7H,8H-porphyrin ClCCC[C@H]1[C@@H](C2=CC3=C(C(=C(N3)C=C3C(=C(C(C=C4C(=CC(=C(C1=N2)C)N4)C)=N3)CC)C)C=C)C)C